tert-butyl 3-(3-(4-chloro-3-cyclopropyl-1H-pyrrolo[2,3-b]pyridin-5-yl) phenyl)-2-oxo-1,3,7-triazaspiro[4.4]nonane-7-carboxylate ClC1=C2C(=NC=C1C=1C=C(C=CC1)N1C(NC3(C1)CN(CC3)C(=O)OC(C)(C)C)=O)NC=C2C2CC2